5-fluoro-2-(2-methylphenoxy)benzonitrile FC=1C=CC(=C(C#N)C1)OC1=C(C=CC=C1)C